C(C)(C)(C)C(O)C=1C=C2C=CC(=NC2=C(C1)C1CC1)C1CCOCC1 tert-butyl-(8-cyclopropyl-2-(tetrahydro-2H-pyran-4-yl)quinolin-6-yl)methanol